tetra-allyl-pentaerythritol C(C=C)C(C(C(O)CC=C)(C(O)CC=C)C(O)CC=C)O